ClC1=CC=CC2=C1NC(=N2)C(=O)N2C(C=1C=CC(=NC1CC2)O)C (7-chloro-1H-benzo[d]imidazol-2-yl)(2-hydroxy-5-methyl-7,8-dihydro-1,6-naphthyridin-6(5H)-yl)methanone